4-(2-(((R)-phenyl((S)-7-(1-(pyridin-2-yl)-1H-pyrazol-4-yl)-2,3-dihydro-1H-pyrido[2,3-b][1,4]oxazin-3-yl)methyl)amino)ethyl)benzonitrile dihydrochloride Cl.Cl.C1(=CC=CC=C1)[C@H]([C@@H]1CNC2=C(O1)N=CC(=C2)C=2C=NN(C2)C2=NC=CC=C2)NCCC2=CC=C(C#N)C=C2